(S)-3-amino-butyronitrile hydrochloride Cl.N[C@H](CC#N)C